4-(6-(Tert-Butylsulfonyl)-7-methoxyimidazo[1,2-a]pyridin-3-yl)-6-fluoropyridin-2(1H)-one C(C)(C)(C)S(=O)(=O)C=1C(=CC=2N(C1)C(=CN2)C2=CC(NC(=C2)F)=O)OC